[Cr].[Ag].[Ni] nickel-silver-chromium